1-(4-fluorophenyl)-1H-1,2,4-triazole-3-carboxylic acid FC1=CC=C(C=C1)N1N=C(N=C1)C(=O)O